C=1C=NN2CCOC3=C(C21)C=C(C=N3)NC(OC(C)(C)C)=O tert-butyl 5,6-dihydropyrazolo[1,5-d]pyrido[3,2-f][1,4]oxazepin-10-ylcarbamate